ClC=1C=CC2=C(O[C@H](CO2)COC2=CC=C(C=C2)C(CC(=O)O)OCC)C1 3-(4-(((S)-7-chloro-2,3-dihydrobenzo[b][1,4]dioxin-2-yl)methoxy)phenyl)-3-ethoxypropionic acid